BrC1=C(C=C(C=C1)Cl)CO (2-Bromo-5-chlorophenyl)methanol